cis-cyclobutane-1,3-dicarboxylic acid [C@H]1(C[C@@H](C1)C(=O)O)C(=O)O